(4-((7-hydroxy-6-methoxyquinazolin-4-yl)oxy)phenyl)-2-(4-isopropyl-1H-1,2,3-triazol-1-yl)acetamide OC1=C(C=C2C(=NC=NC2=C1)OC1=CC=C(C=C1)C(C(=O)N)N1N=NC(=C1)C(C)C)OC